methyl-propadiene CC=C=C